3,4-dihydroxy-9H-xanthen-9-one OC=1C=CC=2C(C3=CC=CC=C3OC2C1O)=O